3-(2-benzoyl-1,2,3,4-tetrahydroisoquinolin-5-yl)-3-(4-nitrophenyl)phenylpropionic acid C(C1=CC=CC=C1)(=O)N1CC2=CC=CC(=C2CC1)C1(CC(=CC=C1)C(C(=O)O)C)C1=CC=C(C=C1)[N+](=O)[O-]